2-[7-chloro-1-methylpyrazolo[4,3-d]pyrimidin-5-yl]pyrazine ClC=1C2=C(N=C(N1)C1=NC=CN=C1)C=NN2C